FC=1C=C(C=CC1O)N(C(C(CC=C)CO)=O)C1=CC=CC=C1 N-(3-fluoro-4-hydroxyphenyl)-2-(hydroxymethyl)-N-phenylpent-4-enamide